O1CCN(CC1)CC1CC2CN(CC2CC1)C(=O)OCC1=CC=CC=C1 benzyl 5-(morpholinomethyl)-1,3,3a,4,5,6,7,7a-octahydroisoindole-2-carboxylate